thiaxanthon C1=CC=C2C(=C1)C(=O)C3=CC=CC=C3S2